C1(=CC=CC=C1)COC(=O)N1CCNCC1 piperazine-1-carboxylic acid phenylmethyl ester